P(=O)(O[C@@H]1[C@H](OC2=CC(=CC(=C2C1=O)O)O)C1=CC(=C(C(=C1)O)O)O)(OCC)O (2R,3R)-5,7-dihydroxy-4-oxo-2-(3,4,5-trihydroxyphenyl)chroman-3-yl ethyl hydrogen phosphate